ClC1=CC2=C(C=C(O2)C(C)=O)C(=C1)O 1-(6-chloro-4-hydroxybenzofuran-2-yl)ethanone